N-(5-(4-(4-(bis(4-methoxybenzyl)amino)imidazo[2,1-f][1,2,4]triazin-7-yl)-1H-pyrazol-1-yl)-2-fluoro-4-methylphenyl)-3-cyanobenzamide COC1=CC=C(CN(C2=NC=NN3C2=NC=C3C=3C=NN(C3)C=3C(=CC(=C(C3)NC(C3=CC(=CC=C3)C#N)=O)F)C)CC3=CC=C(C=C3)OC)C=C1